(4S)-4-ethyl-2-propyl-2,3,4,6,7,8-hexahydro-5H-chromen-5-one C(C)[C@H]1CC(OC=2CCCC(C12)=O)CCC